NC=1C=C(OCC(C(=O)OC(C)(C)C)=C)C=C(C1)Cl tert-butyl 2-[(3-amino-5-chloro-phenoxy)methyl]prop-2-enoate